C(CCCC)C(COC(CCCCCN(C(OCCN(CCOC(N(CCCCCC(=O)OCC(CCCCC)CCCCC)CCCCCC)=O)CCCN(CC)CC)=O)CCCCCC)=O)CCCCC bis(2-pentylheptyl)-12-(3-(diethylamino)propyl)-7,17-dihexyl-8,16-dioxo-9,15-dioxa-7,12,17-triazatricosanedioate